CC(=CC=O)CCC=C(C)C 3,7-dimethyl-octa-2,6-dienal